(1r,5s,6r)-6-(4-benzyl-5,5-dimethyl-4,5-dihydro-1,2,4-oxadiazol-3-yl)-3-azabicyclo[3.1.0]hexane-3-carboxylic acid tert-butyl ester C(C)(C)(C)OC(=O)N1C[C@H]2C([C@H]2C1)C1=NOC(N1CC1=CC=CC=C1)(C)C